COC1C(=C(C(O1)=O)Br)SCCCC 5-methoxy-4-butylsulfanyl-3-bromo-2(5H)furanone